NN1C(N(C(C=C1C(F)(F)F)=O)C=1C(=CC(=C(C(=O)OC(C(=O)O)(C)C)C1)Cl)F)=O 2-({5-[3-amino-2,6-dioxo-4-(trifluoromethyl)-3,6-dihydropyrimidine-1(2H)-yl]-2-chloro-4-fluorobenzoyl}oxy)-2-methylpropanoic acid